2-chloro-4-(chloromethyl)-1-methyl-benzene ClC1=C(C=CC(=C1)CCl)C